O1CCC2=C1C=CC(=C2)B(O)O 2,3-dihydrobenzo-furan-5-ylboronic acid